tert-butyl 3-(4-(2-ethyl-3-((4-(4-fluorophenyl)thiazol-2-yl)(methyl)amino) imidazo[1,2-a]pyridin-6-yl)piperazine-1-carbonyl)pyrrolidine-1-carboxylate C(C)C=1N=C2N(C=C(C=C2)N2CCN(CC2)C(=O)C2CN(CC2)C(=O)OC(C)(C)C)C1N(C)C=1SC=C(N1)C1=CC=C(C=C1)F